9-((4-(((9H-fluorene-9-yl)methoxy)carbonyl)piperazin-1-yl)methyl)-3-azaspiro[5.5]undecan-3-carboxylic acid tert-butyl ester C(C)(C)(C)OC(=O)N1CCC2(CC1)CCC(CC2)CN2CCN(CC2)C(=O)OCC2C1=CC=CC=C1C=1C=CC=CC21